2-(1-(3,4-Dihydroisoquinolin-2(1H)-yl)-2,2,2-trifluoroethyl)-5-hydroxy-4H-pyran-4-one C1N(CCC2=CC=CC=C12)C(C(F)(F)F)C=1OC=C(C(C1)=O)O